C1(CC1)C1=CC=C2N=C(C(N(C2=C1)C1=CC=C(C=C1)OC(F)(F)F)=O)C=1C=CC2=C(N(C=N2)C)C1 7-cyclopropyl-3-(1-methyl-1H-benzo[d]imidazol-6-yl)-1-(4-(trifluoromethoxy)phenyl)-2(1H)-quinoxalinone